(E)-tert-Butyl (tert-butoxycarbonylamino)(2-(2-(3,4-dichlorophenylamino)acridin-9-yl)ethylamino)methylenecarbamate C(C)(C)(C)OC(=O)N\C(\NCCC=1C2=CC=CC=C2N=C2C=CC(=CC12)NC1=CC(=C(C=C1)Cl)Cl)=N\C(OC(C)(C)C)=O